(Z)-2,3-bis(4-aminophenyl)acrylonitrile NC1=CC=C(C=C1)/C(/C#N)=C/C1=CC=C(C=C1)N